1-(7-methyl-3-morpholinoquinoxalin-5-yl)ethan-1-amine CC1=CC(=C2N=C(C=NC2=C1)N1CCOCC1)C(C)N